[Cl-].[Cl-].C1(=CC=C(C=C1)C(=[Zr+2](C1(C(C(C(C2(C3C(=C4C=5C=CC=CC5CC4=C21)C=CCC3)C)(C)C)(C)C)(C)C)C)C3C=CC=C3)C3=CC(=CC=C3)Cl)C (p-tolyl)(m-chlorophenyl)methylene(cyclopentadienyl)(octamethyloctahydrodibenzofluorenyl)zirconium dichloride